C(C)(=O)C=1C(=C(C(=O)P(C2=CC=CC=C2)(C2=CC=CC=C2)=O)C(=CC1C)C)C 3-acetyl-2,4,6-trimethylbenzoyldiphenylphosphine oxide